FC(C1=CC=C(C=C1)C1=C(C(=C2C=CC=CC2=C1)C1=CC(=CC2=CC=CC=C12)C1=CC=C(C=C1)C(F)(F)F)O)(F)F (S)-3,3'-bis(4-trifluoromethylphenyl)-1,1'-binaphthol